O=C1N(C(CC1)=O)OC([C@H](CNC(=O)OC(C)(C)C)N1C(C=CC1=O)=O)=O (S)-3-((tert-butoxycarbonyl)amino)-2-(2,5-dioxo-2,5-dihydro-1H-pyrrol-1-yl)propanoic acid 2,5-dioxopyrrolidin-1-yl ester